1-cyclopropyl-5-(4,4,5,5-tetramethyl-1,3,2-dioxaborolan-2-yl)pyrazole C1(CC1)N1N=CC=C1B1OC(C(O1)(C)C)(C)C